5-bromo-2-nitro-N-(2-(trifluoromethoxy)ethyl)aniline BrC=1C=CC(=C(NCCOC(F)(F)F)C1)[N+](=O)[O-]